N1C=C(C2=CC=CC=C12)C[C@@H](C(=O)N[C@H](C(=O)OC(C)C)CCC(C=[N+]=[N-])=O)OC(C(C)(C)C)=O isopropyl (S)-2-((S)-3-(1H-indol-3-yl)-2-(pivaloyloxy)propanamido)-6-diazo-5-oxohexanoate